4-(4-(4-(3-((2-((1S)-1-((tetrahydro-2H-pyran-2-yl)oxy)ethyl)-1H-imidazol-1-yl)methyl)isoxazol-5-yl)phenyl)but-3-yn-1-yl)morpholine O1C(CCCC1)O[C@@H](C)C=1N(C=CN1)CC1=NOC(=C1)C1=CC=C(C=C1)C#CCCN1CCOCC1